C[C@]12CC[C@H]3[C@H]([C@@H]1CCC2=O)CC=C4[C@@]3(CC[C@@H](C4)OS(=O)(=O)O)C The molecule is a steroid sulfate that is the 3-sulfooxy derivative of dehydroepiandrosterone. It has a role as an EC 2.7.1.33 (pantothenate kinase) inhibitor, a human metabolite and a mouse metabolite. It is a steroid sulfate and a 17-oxo steroid. It derives from a dehydroepiandrosterone. It is a conjugate acid of a dehydroepiandrosterone sulfate(1-).